ClC=1C(N(C(=CC1OCC1=NC=C(C=C1F)F)C)C1=CC(=NC=C1C)C1=NC(=NC=C1)C1CC(C1)O)=O 3-chloro-4-[(3,5-difluoropyridin-2-yl)methoxy]-2'-[2-(3-hydroxycyclobutyl)pyrimidin-4-yl]-5',6-dimethyl-[1,4'-bipyridin]-2-one